N-((R)-2-(difluoromethoxy)-1-(3-(trifluoro-methoxy)phenyl)ethyl)-3-(S)-hydroxy-4,4-dimethyl-pentanamide FC(OC[C@@H](C1=CC(=CC=C1)OC(F)(F)F)NC(C[C@@H](C(C)(C)C)O)=O)F